(2R,3S,5R)-3-(3,4-difluoro-2-methoxyphenyl)-5-methyl-N-(3-(N-methylsulfamoyl)phenyl)-5-(trifluoromethyl)tetrahydrothiophene-2-carboxamide FC=1C(=C(C=CC1F)[C@H]1[C@@H](S[C@](C1)(C(F)(F)F)C)C(=O)NC1=CC(=CC=C1)S(NC)(=O)=O)OC